benzyl (2-(2-chloro-6-(((1R,5S,6s)-3-(3-methyl-1-(thiazol-4-yl)-1H-pyrazole-4-carbonyl)-3-azabicyclo[3.1.0]hexan-6-yl)oxy)pyridin-4-yl)propan-2-yl)carbamate ClC1=NC(=CC(=C1)C(C)(C)NC(OCC1=CC=CC=C1)=O)OC1[C@@H]2CN(C[C@H]12)C(=O)C=1C(=NN(C1)C=1N=CSC1)C